C1[C@H]([C@@H]([C@H]([C@H](O1)OC2=CC=C(C=C2)[N+](=O)[O-])O)O)O The molecule is a xyloside that is alpha-D-xylopyranose in which the anomeric hydroxy hydrogen is replaced by a 4-nitrophenyl group. It has a role as a chromogenic compound. It is a xyloside and a C-nitro compound. It derives from a 4-nitrophenol.